C1(CC1)CN1C(=CC2=CC=CC=C12)C1=NC2=C(N1CC1CN(C1)C(=O)C1=CC(=NC=C1)OC)C(=CC(=C2)C(=O)N2C1CCC(C2)[C@H]1N)OC (7R)-2-{2-[1-(cyclopropylmethyl)-1H-indol-2-yl]-7-methoxy-1-{[1-(2-methoxypyridine-4-carbonyl)azetidin-3-yl]methyl}-1H-1,3-benzodiazole-5-carbonyl}-2-azabicyclo[2.2.1]heptan-7-amine